2-((1r,4r)-4-(6-(benzenesulfonyl)-2-(1H-1,2,4-triazol-3-yl)imidazo[4,5-d]Pyrrolo[2,3-b]Pyridin-1(6H)-yl)cyclohexyl)acetonitrile C1(=CC=CC=C1)S(=O)(=O)N1C=CC=2C1=NC=C1C2N(C(=N1)C1=NNC=N1)C1CCC(CC1)CC#N